methyl-β-valerolactone CC1C(=O)OC1CC